1,2-Dihydro-3H-indol-3-one N1CC(C2=CC=CC=C12)=O